CN1C2=NC(=NC(=C2N=C1C1=CC=NC=C1)N1CCOCC1)N1N=CC=C1 1-(9-methyl-6-morpholino-8-(pyridin-4-yl)-9H-purin-2-yl)-1H-pyrazol